1-(4-([1,2,4]triazolo[4,3-b]pyridazin-6-yl)piperazin-1-yl)-2-amino-2-phenylpropan-1-one N=1N=CN2N=C(C=CC21)N2CCN(CC2)C(C(C)(C2=CC=CC=C2)N)=O